Octanoic acid diethanolamine salt N(CCO)CCO.C(CCCCCCC)(=O)O